C(C)N1N=C(C(=C1)C1=C(CCCC1)C1=C2C(=CN=C1)SC(=C2)C#N)C(F)(F)F 4-(2-(1-Ethyl-3-(trifluoromethyl)-1H-pyrazol-4-yl)cyclohex-1-en-1-yl)thieno(2,3-c)pyridine-2-carbonitrile